6-methoxy-4-methyl-3,4-dihydronaphthalen-1(2H)-one COC=1C=C2C(CCC(C2=CC1)=O)C